BrC=1C=CC=C2CCC(C12)=O 7-bromo-2,3-dihydro-1H-inden-1-one